[Br].C(CCC)N1CN(C=C1)C 1-butyl-3-methyl-imidazole bromine salt